Ethylene-Oxid C1CO1